N[C@@H]1C[C@H](CCC1)NC1=NC=C(C(=N1)C1=CNC2=C(C=CC=C12)Br)C(F)(F)F trans-3-(2-((3-aminocyclohexyl)amino)-5-(trifluoromethyl)pyrimidin-4-yl)-7-bromo-1H-indole